3-(1-phenyl-N-Boc-methylamino)-5-benzylpyridine C1(=CC=CC=C1)CN(C(=O)OC(C)(C)C)C=1C=NC=C(C1)CC1=CC=CC=C1